1-octadecyl-2-(8Z,11Z,14Z-eicosatrienoyl)-glycero-3-phosphocholine CCCCCCCCCCCCCCCCCCOC[C@H](COP(=O)([O-])OCC[N+](C)(C)C)OC(=O)CCCCCC/C=C\C/C=C\C/C=C\CCCCC